CC=1C(=NC=CC1C)N 3,4-Dimethylpyridin-2-amine